FC1=C(C(=CC=C1)OC)CN 2-Fluoro-6-methoxybenzenemethanamine